(E)-1,3-Bis[4-(oxan-2-yloxy)phenyl]prop-2-en-1-one O1C(CCCC1)OC1=CC=C(C=C1)C(\C=C\C1=CC=C(C=C1)OC1OCCCC1)=O